4-(7-(2-cyanopropanamido)-1H-indol-3-yl)pyridin C(#N)C(C(=O)NC=1C=CC=C2C(=CNC12)C1=CC=NC=C1)C